Tert-butyl-4-(2-(((trans)-4-(3-(4-cyano-3-(trifluoromethyl) phenyl)-5,5-dimethyl-4-oxo-2-thioxoimidazolidin-1-yl) cyclohexyl) oxy) ethyl)-3,3-difluoropiperidine-1-carboxylate C(C)(C)(C)OC(=O)N1CC(C(CC1)CCO[C@@H]1CC[C@H](CC1)N1C(N(C(C1(C)C)=O)C1=CC(=C(C=C1)C#N)C(F)(F)F)=S)(F)F